4-chloro-3-(4,4,5,5-tetramethyl-1,3,2-dioxaborolan-2-yl)aniline ClC1=C(C=C(N)C=C1)B1OC(C(O1)(C)C)(C)C